FC1=NC(=CC(=C1)C1=CN=C2N1C=C(C(=C2)OC)C(F)(F)F)F 3-(2,6-Difluoropyridin-4-yl)-7-methoxy-6-(trifluoromethyl)imidazo[1,2-a]pyridine